5-((2-(benzyloxy)ethyl)amino)-4-bromo-2-((2-(trimethylsilyl)ethoxy)methyl)pyridazine C(C1=CC=CC=C1)OCCNC=1C(=CN(NC1)COCC[Si](C)(C)C)Br